CN1CCN(CC1)C1=CC2=C(C=C(O2)C(=O)O)C=C1 6-(4-Methylpiperazin-1-yl)benzofuran-2-carboxylic acid